CN1C(C(C2=CC=CC=C12)(C)C)=CC(C=C1N(C2=CC=CC=C2C1(C)C)C)=O 1,3-bis(1,3,3-trimethyl-2-indolinylidene)-2-propanone